C1(=CC(=CC=C1)C1=NC(=NC=C1Cl)NC1CC(N(CC1)C)=O)C1=CC=CC=C1 4-((4-([1,1'-biphenyl]-3-yl)-5-chloropyrimidin-2-yl)amino)-1-methylpiperidin-2-one